C1(=CC=CC=C1)[C@@H]1[C@@H](C=2C=CC(=CC2CC1)O)C1=CC=C(C=C1)OCCN1CCCC1 (5R,6S)-6-phenyl-5-[4-(2-pyrrolidin-1-ylethoxy)phenyl]-5,6,7,8-tetrahydronaphthalen-2-ol